(1,3-oxazol-2-yl)pyrrolidine-2,4-dicarboxamide O1C(=NC=C1)N1C(CC(C1)C(=O)N)C(=O)N